2-phenyl-1,2-dihydroisoquinoline C1(=CC=CC=C1)N1CC2=CC=CC=C2C=C1